N-(4-(2-(6-amino-9H-purin-9-yl)ethoxy)phenyl)acetamide NC1=C2N=CN(C2=NC=N1)CCOC1=CC=C(C=C1)NC(C)=O